C(C)(C)(C)OC(=O)N1C(CC2(CC1)CCCCC2)CO 2-(hydroxymethyl)-3-azaspiro[5.5]undecane-3-carboxylic acid tert-butyl ester